ClC=1C(=NC(=NC1)NC=1C(=NN(C1)C1CC(C1)C#N)C)OC[C@H]1C[C@H](CC1)NC 3-(4-((5-chloro-4-(((1R,3S)-3-(methylamino)cyclopentyl)methoxy)pyrimidin-2-yl)amino)-3-methyl-1H-pyrazol-1-yl)cyclobutane-1-carbonitrile